COC(=O)C1CCC(CC1)N1N=C(C=C1)C=O (1r,4r)-4-(3-formyl-1H-pyrazol-1-yl)cyclohexane-1-carboxylic acid methyl ester